1,1-dimethyl-6-(4-phenethoxybut-3-en-1-yl)-2,3-dihydro-1H-indene CC1(CCC2=CC=C(C=C12)CCC=COCCC1=CC=CC=C1)C